3-iodo-1-(benzenesulfonyl)-1H-pyrrole IC1=CN(C=C1)S(=O)(=O)C1=CC=CC=C1